FC=1C=C2C(=NC(=NC2=CC1)C)N1CC=2C=C(C=NC2CC1)C=1N(N=CC1)C 6-fluoro-2-methyl-4-[3-(2-methylpyrazol-3-yl)-7,8-dihydro-5H-1,6-naphthyridin-6-yl]quinazoline